ClC1=C(C=CC=C1)[C@@H]1[C@H](CCC(C1)(C)C)C(=O)N1[C@H](CC2(CN(C2)C(C=C)=O)CC1)C 1-((S)-7-((1S,2S)-2-(2-chlorophenyl)-4,4-dimethylcyclohexane-1-carbonyl)-6-methyl-2,7-diazaspiro[3.5]nonan-2-yl)prop-2-en-1-one